2-(2'-hydroxyl-5'-methylphenyl)-benzotriazole OC1=C(C=C(C=C1)C)N1N=C2C(=N1)C=CC=C2